3,6-bis(1-nitro-1H-pyrazol-3-yl)-1,4,2,5-dioxadiazine [N+](=O)([O-])N1N=C(C=C1)C1=NOC(=NO1)C1=NN(C=C1)[N+](=O)[O-]